1-(bromo-5-(trifluoromethyl)phenoxy)-3-((3-methoxy-4-(2-(pyrrolidin-1-yl)ethoxy)benzyl)(methyl)amino)propan-2-ol BrC1=C(OCC(CN(C)CC2=CC(=C(C=C2)OCCN2CCCC2)OC)O)C=C(C=C1)C(F)(F)F